C(C)(C)C=1C(N(C=CC1)C1=NC=C(C(=C1)N1C(C=CC=C1C)=O)C)=O 2'-(3-isopropyl-2-oxopyridin-1-yl)-5',6-dimethyl-[1,4'-bipyridine]-2-one